C(C)(C)C1=CNC2=C1N=C(S2)C(=O)NCC(C)(N2CCOCC2)C 6-isopropyl-N-(2-methyl-2-morpholinopropyl)-4H-pyrrolo[3,2-d]thiazole-2-carboxamide